2-(2-((tert-butoxycarbonyl)amino)ethoxy)ethyl (E)-3-(4-cyanophenyl)acrylate C(#N)C1=CC=C(C=C1)/C=C/C(=O)OCCOCCNC(=O)OC(C)(C)C